1-(2,4-difluoro-3-(quinoxaline-6-carbonyl)phenyl)-3-(3-fluorophenyl)urea FC1=C(C=CC(=C1C(=O)C=1C=C2N=CC=NC2=CC1)F)NC(=O)NC1=CC(=CC=C1)F